CS(=O)(=O)C=1C=C(C=CC1)NC1=CC(=NC=C1C=1N=NC=CC1)NC(C)=O N-(4-((3-(methylsulfonyl)phenyl)amino)-5-(pyridazin-3-yl)pyridin-2-yl)acetamide